1-((1S,3S)-1-(4-(((1S,3R,5S)-adamantan-1-yl)amino)phenyl)-3-butyl-1,3,4,9-tetrahydro-2H-pyrido[3,4-b]indol-2-yl)-2-hydroxyethan-1-one C12(CC3CC(CC(C1)C3)C2)NC2=CC=C(C=C2)[C@@H]2N([C@H](CC3=C2NC2=CC=CC=C32)CCCC)C(CO)=O